1-chloro-N,N,2-trimethyl-1-propenylamine ClC(=C(C)C)N(C)C